FC(F)(F)C1=C(C=CC=C1)C=1C=C(C=CC1N)C1=CC(=C(N)C=C1)C1=C(C=CC=C1)C(F)(F)F 3,3'-bis(trifluoromethylphenyl)benzidine